BrC[C@@H]1[C@H](C1)CBr (1s,2s)-1,2-bis(bromomethyl)cyclopropane